C(C)(C)(C)OC(=O)N(C(OC(C)(C)C)=O)C1=NN2C(C=C(C=C2)C2=C(C(=CC=C2)OCCC(C(C2=CC=CC=C2)O)(F)F)F)=N1 tert-butyl (tert-butoxycarbonyl)(7-(3-(3,3-difluoro-4-hydroxy-4-phenylbutoxy)-2-fluorophenyl)-[1,2,4]triazolo[1,5-a]pyridin-2-yl)carbamate